O[C@@H]1CN(CC[C@@]12NCC1=CC=CC=C1C2)C(=O)C2=NC=C(C=C2)N2N=NN=C2 [(3R,3'R)-3'-hydroxy-1,4-dihydro-1'H,2H-spiro[isoquinoline-3,4'-piperidin]-1'-yl][5-(1H-tetrazol-1-yl)-2-pyridinyl]methanone